3-{[3-(5-methyl-1,2,4-oxadiazol-3-yl)phenyl]formamido}-N-[4-methyl-5-(trifluoromethyl)-1,3-thiazol-2-yl]propenamide CC1=NC(=NO1)C=1C=C(C=CC1)C(=O)NC=CC(=O)NC=1SC(=C(N1)C)C(F)(F)F